COC1=CC=C(CO[C@H]2COCC[C@@H]2OC2=NC(=NC=C2C(F)(F)F)NC2=CC=C(C=C2)S(=O)(=O)NC([2H])([2H])[2H])C=C1 4-((4-(((3S,4S)-3-((4-methoxybenzyl)oxy)tetrahydro-2H-pyran-4-yl)oxy)-5-(trifluoromethyl)pyrimidin-2-yl)amino)-N-(methyl-d3)benzenesulfonamide